1-((R)-2-hydroxy-2-((3R,5R,8R,9R,10S,13S,14S,17S)-3-hydroxy-13-methyl-3-propylhexadecahydro-1H-cyclopenta[a]phenanthren-17-yl)propyl)-1H-pyrazole-4-carbonitrile O[C@](CN1N=CC(=C1)C#N)(C)[C@H]1CC[C@H]2[C@@H]3CC[C@@H]4C[C@](CC[C@@H]4[C@H]3CC[C@]12C)(CCC)O